IC=1C(=NOC1C=1N=NC=CC1)N 4-iodo-5-(pyridazin-3-yl)-1,2-oxazol-3-amine